(S)-3-amino-4-((3-methoxyphenylethyl)amino)-4-oxobutanoic acid tert-butyl ester C(C)(C)(C)OC(C[C@@H](C(=O)NCCC1=CC(=CC=C1)OC)N)=O